(R)-3-chloro-2-methyl-N-(2-methyl-4-(N-(1-(1-methylpiperidin-4-yl)ethyl)sulfamoyl)phenyl)benzamide ClC=1C(=C(C(=O)NC2=C(C=C(C=C2)S(N[C@H](C)C2CCN(CC2)C)(=O)=O)C)C=CC1)C